ethyl 6-diazo-2-((S)-2-methoxypropanamido)-5-oxohexanoate [N+](=[N-])=CC(CCC(C(=O)OCC)NC([C@H](C)OC)=O)=O